FC1=CC(=C(OC=2N=NC(=CC2C(=O)NC2C(NCCC2)=O)C(F)(F)F)C=C1)OC 3-(4-Fluoro-2-methoxyphenoxy)-N-(2-oxopiperidin-3-yl)-6-(trifluoromethyl)pyridazine-4-carboxamide